3-methyl-5-((3-methylpyrazin-2-yl)methyl)-7-(piperidin-4-yl)pyrido[2,3-b]pyrazin-6(5H)-one CC1=CN=C2C(=N1)N(C(C(=C2)C2CCNCC2)=O)CC2=NC=CN=C2C